1-(3,7-dibromophenoxazin-10-yl)-3-{5H,6H,8H-[1,2,4]triazolo[4,3-a]pyrazin-7-yl}propan-2-ol BrC=1C=CC=2N(C3=CC=C(C=C3OC2C1)Br)CC(CN1CC=2N(CC1)C=NN2)O